C1N(CC2C1CCC2)CCCOC2=CC=C(C(=O)N1CC(OCC1)=O)C=C2 4-(4-(3-(hexahydrocyclopenta[c]pyrrol-2(1H)-yl)propoxy)benzoyl)morpholin-2-one